(R)-2-(6-(bis(2-tert-butoxy-2-oxoethyl)amino)-4-(2-tert-butoxy-2-oxoethyl)-6-(5-tert-butoxy-5-oxopentyl)-1,4-diazepan-1-yl)acetic acid C(C)(C)(C)OC(CN([C@]1(CN(CCN(C1)CC(=O)O)CC(=O)OC(C)(C)C)CCCCC(=O)OC(C)(C)C)CC(OC(C)(C)C)=O)=O